N[C@]1(CN(CC1)C1=C(C(=C(C=C1)F)CN1CC(CCC1)(F)F)CN1C2=NC=NC(=C2N=C1)N)C(=O)NC1CC1 (R)-3-amino-1-(2-((6-amino-9H-purin-9-yl)methyl)-3-((3,3-difluoropiperidin-1-yl)methyl)-4-fluorophenyl)-N-cyclopropylpyrrolidine-3-carboxamide